(S)-3-((2-chloro-5-(ethoxymethyl)pyrimidin-4-yl)oxy)-10-methyl-9,10,11,12-tetrahydro-8H-[1,4]diazepino[5',6':4,5]thieno[3,2-f]quinolin-8-one ClC1=NC=C(C(=N1)OC1=NC=2C=CC3=C(C2C=C1)C1=C(S3)C(N[C@H](CN1)C)=O)COCC